ICCCCCCCC iodooctan